Cl.N(=[N+]=[N-])C[C@@H]1NC[C@@H](C1)C1=CC(=C(C=C1)OC)OC(C)C (2R,4S)-2-(azidomethyl)-4-(3-isopropoxy-4-methoxyphenyl)pyrrolidine hydrochloride